C(=C)N[C@@H](CC1=CNC=N1)C(=O)O vinyl-histidine